6-(Piperidin-4-yl)-2-(pyridin-4-yl)-9H-carbazole N1CCC(CC1)C=1C=C2C=3C=CC(=CC3NC2=CC1)C1=CC=NC=C1